N-(3,4-dichloro-2-fluorophenyl)-7-(1-methyl-1H-imidazole-4-yl)-6-(piperidine-4-yloxy)quinazoline-4-amine hydrogen bromide Br.ClC=1C(=C(C=CC1Cl)NC1=NC=NC2=CC(=C(C=C12)OC1CCNCC1)C=1N=CN(C1)C)F